NCC(=O)[C@@]12OC(O[C@@H]1C[C@H]1[C@@H]3CCC4=CC(C=C[C@@]4([C@]3([C@H](C[C@]21C)O)F)C)=O)CCC (1S,2S,4R,8S,9S,11S,12R,13S)-8-(2-Aminoacetyl)-12-fluoro-11-hydroxy-9,13-dimethyl-6-propyl-5,7-dioxapentacyclo[10.8.0.02,9.04,8.013,18]icosa-14,17-dien-16-one